C(#N)CC1(CN(C1)C1CCN(CC1)C1=C(C=CC=C1)OC)N1C=C(C=C1)C=1C2=C(N=CN1)NC=C2 4-{3-(cyanomethyl)-3-[3-(7H-pyrrolo[2,3-d]pyrimidin-4-yl)-1H-pyrrol-1-yl]azetidin-1-yl}-N-(2-methoxyphenyl)piperidine